3-(1-cyclopentyl-5-oxopyrrolidin-3-yl)urea C1(CCCC1)N1CC(CC1=O)NC(N)=O